FC=1C=C(C=C(C1)F)N1C=C(C2=C1N=CN=C2N2C[C@H](N(CC2)C(=O)OC(C(F)(F)F)(C)C)C)C2=NC=CN=C2C 1,1,1-trifluoro-2-methylpropan-2-yl (R)-4-(7-(3,5-difluorophenyl)-5-(3-methylpyrazin-2-yl)-7H-pyrrolo[2,3-d]pyrimidin-4-yl)-2-methylpiperazine-1-carboxylate